8-[(1S)-1-Hydroxyethyl]-3,6-dimethyl-2-(2-methylthiazol-4-yl)chromen-4-one O[C@@H](C)C=1C=C(C=C2C(C(=C(OC12)C=1N=C(SC1)C)C)=O)C